6-Chloropyridineamide ClC1=CC=CC(=N1)C(=O)N